(R)-2-(3-((6-(2-(ethoxymethoxy)-4-formylphenyl)-5-methylpyridazin-3-yl)amino)piperidin-1-yl)acetonitrile C(C)OCOC1=C(C=CC(=C1)C=O)C1=C(C=C(N=N1)N[C@H]1CN(CCC1)CC#N)C